4-Chloro-N-(1-methyl-1H-pyrazol-5-yl)pyrimidin-2-amine ClC1=NC(=NC=C1)NC1=CC=NN1C